OCCCNCCCCCCC(C(=O)OCCCCCC)(C(=O)OCCCCCCCC)C 1-hexyl 3-octyl 2-(6-((3-hydroxypropyl)amino)hexyl)-2-methylmalonate